N1=C(N=CC=C1)C=1N=NC(=NN1)C1=NC=CC=N1 3,6-bis(2-pyrimidinyl)-1,2,4,5-tetrazine